(5-bromo-3-nitrophenyl)methanol BrC=1C=C(C=C(C1)CO)[N+](=O)[O-]